O[C@]1(CN(CCC1)C=1C2=C(N=C(N1)OCC1(CC1)CNC)CN(C2)C(=O)C2=CC(=CC1=CC=CC(=C21)I)O)C (R)-(4-(3-hydroxy-3-methylpiperidin-1-yl)-2-((1-((methylamino)methyl)cyclopropyl)methoxy)-5,7-dihydro-6H-pyrrolo[3,4-d]pyrimidin-6-yl)(3-hydroxy-8-iodonaphthalen-1-yl)methanone